FC=1C=C(C#N)C=CC1C=1C2=C(N=C(N1)N1CC(C1)OC=1C=NN(C1)CCC)C(N(C(=N2)C(F)(F)F)C)=O 3-fluoro-4-(7-methyl-8-oxo-2-(3-((1-propyl-1H-pyrazol-4-yl)oxy)azetidin-1-yl)-6-(trifluoromethyl)-7,8-dihydropyrimido[5,4-d]pyrimidin-4-yl)benzonitrile